NCCNC(C(CC1=CC=CC=C1)NC(OC(C)(C)C)=O)=O Tert-butyl (1-((2-aminoethyl)amino)-1-oxo-3-phenylpropan-2-yl)carbamate